FC1=CC=C(C=C1)[C@@H]1N(C[C@H](N(C1)C(=O)OC(C)(C)C)C)C(C(F)(F)F)=O tert-Butyl (2R,5S)-5-(4-fluorophenyl)-2-methyl-4-(2,2,2-trifluoroacetyl)piperazine-1-carboxylate